((4-(5-methyl-2-oxopyridin-1(2H)-yl) phenoxy) (phenyl) phosphoryl)-L-alaninate CC=1C=CC(N(C1)C1=CC=C(OP(=O)(C2=CC=CC=C2)N[C@@H](C)C(=O)[O-])C=C1)=O